NC1=NC(=NC=C1)C=1N=C(SC1)N(CCC)C=1C=C(C=CC1C)C1=CC=C(C=C1)CCCN1CCN(CC1)C 4-(4-Aminopyrimidin-2-yl)-N-(4-methyl-4'-(3-(4-methylpiperazin-1-yl)propyl)-[1,1'-biphenyl]-3-yl)-N-propylthiazol-2-amine